ethyl 3-(4-(4'-fluorobiphenyl-4-yl)-5-phenylthiazol-2-yl)propanoate FC1=CC=C(C=C1)C1=CC=C(C=C1)C=1N=C(SC1C1=CC=CC=C1)CCC(=O)OCC